L-2-Hydroxyglutaric acid disodium [Na].[Na].O[C@H](C(=O)O)CCC(=O)O